tert-butyl (S,E)-(5-hydroxypent-3-en-2-yl)carbamate OC/C=C/[C@H](C)NC(OC(C)(C)C)=O